FC1=C(C=CC=C1)OC(OC1=C(C=CC=C1)F)=O.FC1=C(N)C=C(C(=C1Cl)F)Cl 2,4-Difluoro-3,5-dichloroaniline di-(2-Fluorophenyl)carbonate